C12(CC(C1)C2)C(=O)N2[C@H]([C@H]([C@H](C2)F)NS(=O)(=O)C)CC=2C(=C(C=CC2)C2=C(C(=CC=C2)F)F)F N-{(2S,3R,4S)-1-(bicyclo[1.1.1]pentane-1-carbonyl)-4-fluoro-2-[(2,2',3'-trifluoro[1,1'-biphenyl]-3-yl)methyl]pyrrolidin-3-yl}methanesulfonamide